(2S)-N~1~-[2-(1,1-dioxido-2,3-dihydro-1,4-benzothiazepin-4(5H)-yl)-6-methylquinolin-4-yl]propane-1,2-diamine O=S1(CCN(CC2=C1C=CC=C2)C2=NC1=CC=C(C=C1C(=C2)NC[C@H](C)N)C)=O